C(C=C)(=O)OCCCCCCOP(=O)(O)O acryloyloxyhexyldi-hydrogenphosphat